(S)-4-(7-(8-Ethyl-3-hydroxynaphthalen-1-yl)-8-fluoro-2-(((2R,7aS)-2-fluorotetrahydro-1H-pyrrolizin-7a(5H)-yl)methoxy)pyrido[4,3-d]pyrimidin-4-yl)-6-methyl-1,4-oxazepan-6-ol C(C)C=1C=CC=C2C=C(C=C(C12)C1=C(C=2N=C(N=C(C2C=N1)N1CCOC[C@](C1)(O)C)OC[C@]12CCCN2C[C@@H](C1)F)F)O